3-tert-butyl-4-Hydroxybenzoic acid C(C)(C)(C)C=1C=C(C(=O)O)C=CC1O